ClC1=C(C(=C(C=C1)NC(=O)NC1=CC(=CC=C1)F)F)C(=O)C=1C=C2N=C(C=NC2=CC1)C=1C=NC=CC1 1-(4-chloro-2-fluoro-3-(3-(pyridin-3-yl)quinoxaline-6-carbonyl)phenyl)-3-(3-fluorophenyl)urea